CN1N=CC(=C1C1=NC(=NC=C1F)N1CCC(CC1)C(=O)N(CC)CC1=C(N=C(S1)C)C)C 1-(4-(1,4-dimethyl-1H-pyrazol-5-yl)-5-fluoropyrimidin-2-yl)-N-((2,4-dimethylthiazol-5-yl)methyl)-N-ethylpiperidine-4-carboxamide